N-(7-fluoro-3-hydroxy-8-methyl-4-oxo-tetralin-5-yl)acetamide FC1=CC(=C2C(C(CCC2=C1C)O)=O)NC(C)=O